1,2-di-docosahexaenoyl-sn-glycero-3-phosphoethanolamine C(C=CC=CC=CC=CC=CC=CCCCCCCCCC)(=O)OC[C@@H](OC(C=CC=CC=CC=CC=CC=CCCCCCCCCC)=O)COP(=O)(O)OCCN